tert-butyl (3-amino-5-(tert-butyl)phenyl)carbamate NC=1C=C(C=C(C1)C(C)(C)C)NC(OC(C)(C)C)=O